N-((S)-1-(3-chlorophenyl)-2-hydroxyethyl)-1-(5-methyl-2-((1-methylpyrrolidin-3-yl)amino)pyrimidin-4-yl)-1H-pyrrole-3-carboxamide ClC=1C=C(C=CC1)[C@@H](CO)NC(=O)C1=CN(C=C1)C1=NC(=NC=C1C)NC1CN(CC1)C